2,6-dibromo-3-methoxybenzaldehyde BrC1=C(C=O)C(=CC=C1OC)Br